C(N)(=O)CC1=CC=C(C=C1)NC(=O)C1CC(CCC1C(C)C)C N-(4-(carbamoylmethyl)phenyl)-menthylcarboxamide